2-((4-(4-(trifluoromethyl)phenyl)pyrido[2,3-d]pyrimidin-2-yl)methyl)isoindoline-1,3-dione FC(C1=CC=C(C=C1)C=1C2=C(N=C(N1)CN1C(C3=CC=CC=C3C1=O)=O)N=CC=C2)(F)F